5-fluoro-3-methyl-1H-indazole-6-carbonitrile FC=1C=C2C(=NNC2=CC1C#N)C